C12(CC3CC(CC(C1)C3)C2)CS(=O)(=O)NC(=O)C=2N=NC(=CC2)N2CCN(CC2)CC2=CC(=C(C=C2)C2=CC(=CC=C2)O)F N-(1-Adamantylmethylsulfonyl)-6-[4-[[3-fluoro-4-(3-hydroxyphenyl)phenyl]methyl]piperazin-1-yl]pyridazine-3-carboxamide